NC1=CC2=C(NC(N2C)=O)C=C1 5-amino-3-methyl-1H-benzimidazol-2-one